1-((2R,3S)-1-(3-((2-((3S,4R)-3-fluoro-4-hydroxy-3-methylpiperidin-1-yl)pyrimidin-4-yl)amino)-5-isopropylisoquinolin-8-yl)-2-methylazetidin-3-yl)-N,N-dimethylmethanesulfonamide F[C@]1(CN(CC[C@H]1O)C1=NC=CC(=N1)NC=1N=CC2=C(C=CC(=C2C1)C(C)C)N1[C@@H]([C@H](C1)CS(=O)(=O)N(C)C)C)C